3-β-hydroxyandrost-5-en-17-one C[C@]12CC[C@H]3[C@H]([C@@H]1CCC2=O)CC=C4[C@@]3(CC[C@@H](C4)O)C